BrC1=CC=C(C=C1)CC(=O)N(C)OC 2-(4-bromophenyl)-N-methoxy-N-methylacetamide